C(C)(C)N1N=CC(=C1)C=1C=CC(=NC1)[N+](=O)[O-] 5-(1-isopropyl-1H-pyrazol-4-yl)-2-nitropyridine